(S)-2-acetylamino-4-methylpentanoic acid benzyl ester C(C1=CC=CC=C1)OC([C@H](CC(C)C)NC(C)=O)=O